tert-butyl 5-bromo-2-oxo-1,2-dihydrospiro[indole-3,4'-piperidine]-1'-carboxylate BrC=1C=C2C(=CC1)NC(C21CCN(CC1)C(=O)OC(C)(C)C)=O